galactaric acid potassium salt [K+].O=C([C@H](O)[C@@H](O)[C@@H](O)[C@H](O)C(=O)[O-])[O-].[K+]